[C@@H]12N(C[C@@H](NC1)C2)C=2C=CC=1N=CN=C(C1N2)NC2=CC(=C(C=C2)OC[C@@H]2COCC2)Cl 6-((1S,4S)-2,5-Diazabicyclo[2.2.1]heptan-2-yl)-N-(3-chloro-4-(((S)-tetrahydrofuran-3-yl)methoxy)phenyl)pyrido[3,2-d]pyrimidin-4-amine